BrC1=CC(=C(C(=C1)S(=O)(=O)N1C(=CC2=CC(=CC=C12)Cl)C1=CC=C(C=C1)OC)O)Cl 4-bromo-2-chloro-6-((5-chloro-2-(4-methoxyphenyl)-1H-indol-1-yl)sulfonyl)phenol